OC1=C(SC(=C1)C(=O)OC)C(=O)OC Dimethyl 3-hydroxythiophene-2,5-dicarboxylate